ethyl (2R,3R)-1-((R)-tert-butylsulfinyl)-3-phenylazepine-2-carboxylate C(C)(C)(C)[S@@](=O)N1C(=C(C=CC=C1)C1=CC=CC=C1)C(=O)OCC